N-hydroxy-4-{[3-(3-methyl-4-oxo-3,4-dihydro-quinazolin-6-yl)-5-(4-fluorophenyl)-1H-pyrazol-1-yl]methyl}benzamide ONC(C1=CC=C(C=C1)CN1N=C(C=C1C1=CC=C(C=C1)F)C=1C=C2C(N(C=NC2=CC1)C)=O)=O